N2-(3-(5-cyclopropoxypyridin-2-yl)-1,2,4-thiadiazol-5-yl)-N3,N3-dimethylpyridine-2,3-diamine C1(CC1)OC=1C=CC(=NC1)C1=NSC(=N1)NC1=NC=CC=C1N(C)C